CC=1NC(=C(C1C(=O)OCC)C)C=O ethyl 2,4-dimethyl-5-formyl-1H-pyrrole-3-carboxylate